4-(4-butyl-1H-1,2,3-triazol-1-yl)benzoic acid C(CCC)C=1N=NN(C1)C1=CC=C(C(=O)O)C=C1